oxalophenolate C(=O)(C(=O)O)C1=C(C=CC=C1)[O-]